ClC1=C(C=CC(=C1)F)C=1C(NC(NC1C)=O)=O 5-(2-chloro-4-fluorophenyl)-6-methyl-2,4(1H,3H)-pyrimidinedione